F[C@H]1CN(CC[C@@H]1N1N2C(C(=NC1N)OC)=C(C=C2)C=2C=C1N=CC=NC1=CC2)CCF 1-N-((3S,4S)-3-fluoro-1-(2-fluoroethyl)piperidin-4-yl)-4-methoxy-5-(quinoxalin-6-yl)pyrrolo[2,1-f][1,2,4]triazin-2-amine